ClC1=C(C(=CC=C1OC)Cl)C1=CC2=C(N=C(N=C2)S(=O)(=O)C)N2C1=NN=C2 6-(2,6-dichloro-3-methoxyphenyl)-2-(methylsulfonyl)-[1,2,4]triazolo[4',3':1,6]pyrido[2,3-d]pyrimidine